N-(3-trimethoxysilylpropyl)-2-hydroxypropanamide CO[Si](CCCNC(C(C)O)=O)(OC)OC